tert-Butyl 2-(hydroxymethyl)-5,6-dihydro-[1,2,4]triazolo[1,5-a]pyrazine-7(8H)-carboxylate OCC1=NN2C(CN(CC2)C(=O)OC(C)(C)C)=N1